2-ethynyl-N-(quinolin-2-ylmethyl)thiazole-4-carboxamide C(#C)C=1SC=C(N1)C(=O)NCC1=NC2=CC=CC=C2C=C1